(E)-2-((2-(4-(2-chlorophenyl)thiazol-2-yl)-2-methylhydrazinylidene)methyl)-N-methoxybenzamide ClC1=C(C=CC=C1)C=1N=C(SC1)N(\N=C\C1=C(C(=O)NOC)C=CC=C1)C